calcium D-pantothenate salt C(CCNC([C@@H](O)C(C)(C)CO)=O)(=O)[O-].[Ca+2].C(CCNC([C@@H](O)C(C)(C)CO)=O)(=O)[O-]